3-(4,6-dichloro-1-oxoisoindolin-2-yl)piperidine-2,6-dione ClC1=C2CN(C(C2=CC(=C1)Cl)=O)C1C(NC(CC1)=O)=O